C(C)C1(COC1)COC(C=C)=O 3-ethyl-3-(acryloxymethyl)oxetane